4'-(diphenylamino)-3-hydroxy-[1,1'-biphenyl]-4-carbaldehyde C1(=CC=CC=C1)N(C1=CC=C(C=C1)C1=CC(=C(C=C1)C=O)O)C1=CC=CC=C1